CC=1C=CC(=NC1)C=O 5-methylpyridine-2-carbaldehyde